(1R,3S)-3-[5-(2-{[3-(benzyloxy)-2-(1,3-dioxolan-2-yl)phenyl]methoxy}acetamido)-2H-pyrazol-3-yl]cyclopentyl N-isopropylcarbamate C(C)(C)NC(O[C@H]1C[C@H](CC1)C=1NN=C(C1)NC(COCC1=C(C(=CC=C1)OCC1=CC=CC=C1)C1OCCO1)=O)=O